FC1=C(C=CC(=C1)F)[C@@](CN1N=CN=C1)([C@@H](C)SSCCCC1=CC=NC=C1)O (2R,3R)-2-(2,4-difluorophenyl)-3-((3-(pyridin-4-yl)propyl)disulfanyl)-1-(1H-1,2,4-triazol-1-yl)butan-2-ol